ClC1=CC=C(C=C1)C(C(=O)NC(C)(CC(C)(C)C)C)N1C(C=2N(C=3C=CC=CC13)N=C1C=CC=CC12)=O 2-(4-chlorophenyl)-2-(6-oxoindazolo[2,3-a]quinoxalin-5(6H)-yl)-N-(2,4,4-trimethylpentan-2-yl)acetamide